C(=O)O.C(=O)O.FC1=CC=2N(C=C1)C(=CN2)N2C(C1=CC=CC=C1C2)=O (7-fluoroimidazo[1,2-a]pyridin-3-yl)isoindolin-1-one Bisformic acid salt